di(para-triethylsilylphenyl)methylene(2,7-di-tertbutylfluorenyl)(cyclopentadienyl)hafnium C(C)[Si](C1=CC=C(C=C1)C(=[Hf](C1C=CC=C1)C1=C(C=CC=2C3=CC=C(C=C3CC12)C(C)(C)C)C(C)(C)C)C1=CC=C(C=C1)[Si](CC)(CC)CC)(CC)CC